azetidin-3-yl-acetonitrile hydrochloride Cl.N1CC(C1)CC#N